7-fluoro-5-(4,4,5,5-tetramethyl-1,3,2-dioxaborolan-2-yl)-1-{[2-(trimethylsilyl)ethoxy]methyl}-2,3-dihydro-1H-indole-2,3-dione FC=1C=C(C=C2C(C(N(C12)COCC[Si](C)(C)C)=O)=O)B1OC(C(O1)(C)C)(C)C